ClC=1C=CC(=C(C1)N1CC(N(CC1=O)[C@@H](C(=O)NC1=CC2=CN(N=C2C=C1)C)CC1=NN(C=C1)C)=O)N1N=NC(=C1)Cl (R)-2-(4-(5-chloro-2-(4-chloro-1H-1,2,3-triazol-1-yl)phenyl)-2,5-dioxopiperazin-1-yl)-3-(1-methyl-1H-pyrazol-3-yl)-N-(2-methyl-2H-indazol-5-yl)propanamide